ClC=1C(=CC=C2C(CC(OC12)C1=C(C=C(C=C1)C(F)(F)F)OCCCOC)=O)F 8-chloro-7-fluoro-2-[2-(3-methoxypropoxy)-4-(trifluoromethyl)phenyl]chroman-4-one